N-[3-(dimethylamino)propyl]-N-{1-[N'-(heptadecane-9-ylidene)hydrazinocarbonyl]undec-2-yl}decanoamide CN(CCCN(C(CCCCCCCCC)=O)C(CC(=O)NN=C(CCCCCCCC)CCCCCCCC)CCCCCCCCC)C